tert-butyl (S)-(3-(4-(2-(4-(4-chlorophenyl)-2,3,9-trimethyl-6H-thieno[3,2-f][1,2,4]triazolo[4,3-a][1,4]diazepin-6-yl)acetamido)-2-(hydroxymethyl)phenyl)propyl)carbamate ClC1=CC=C(C=C1)C1=N[C@H](C=2N(C3=C1C(=C(S3)C)C)C(=NN2)C)CC(=O)NC2=CC(=C(C=C2)CCCNC(OC(C)(C)C)=O)CO